FC1=C(OCCCC(=O)OCC)C(=CC(=C1)C1=CC=CC=2OC3(CCCC3)OC21)F ethyl 4-(2,6-difluoro-4-spiro[1,3-benzodioxol-2,1'-cyclopentan]-4-yl-phenoxy)butanoate